methyl-acetyl bromide α-D-glucuronate O[C@@H]1[C@H](O)[C@@H](O)[C@H](O)[C@H](O1)C(=O)O.CCC(=O)Br